FC(OC1=C(C(=CC(=C1)C=1N(N=C2C=C(C=C(C12)C(F)F)C=1C=NN(C1)C[C@H](C)O)C)OC)C(=O)N1CC(C1)(O)C(F)F)F [2-(difluoromethoxy)-4-[4-(difluoromethyl)-6-[1-[(2S)-2-hydroxypropyl]pyrazol-4-yl]-2-methylindazol-3-yl]-6-methoxyphenyl]-[3-(difluoromethyl)-3-hydroxyazetidin-1-yl]methanone